(4-amino-3-methylimidazo[1,5-a]pyrido[3,4-e]pyrazin-8-yl)((2S,4aS,9aR)-2-methyl-7-(trifluoromethyl)-2,3,9,9a-tetrahydroindeno[2,1-b][1,4]oxazin-4(4aH)-yl)methanone NC=1C=2N(C3=C(N1)C=NC(=C3)C(=O)N3[C@@H]1[C@H](O[C@H](C3)C)CC=3C=C(C=CC31)C(F)(F)F)C=NC2C